tert-butyl (2-(7-fluoro-2,3-dihydrobenzo[b][1,4]dioxin-6-yl)ethyl)carbamate FC=1C(=CC2=C(OCCO2)C1)CCNC(OC(C)(C)C)=O